FC=1C(=CC2=C(N=C(S2)NC[C@H](CNC2=NC=C(C=N2)SC)C)C1)C(=O)N1CC2(CN(C2)C(=O)OC(C)(C)C)CC1 tert-butyl (S)-6-(5-fluoro-2-((2-methyl-3-((5-(methylthio) pyrimidin-2-yl) amino) propyl) amino) benzo[d]thiazole-6-carbonyl)-2,6-diazaspiro[3.4]octane-2-carboxylate